COC(=O)C1=C(N=NC=C1OC1=CC(=CC=C1)C1CC1)C.FC1(CC1)C(=O)NC=1N=CC2=CC=C(C=C2C1)C1=CN=CS1 1-fluoro-N-(6-(thiazol-5-yl)isoquinolin-3-yl)cyclopropane-1-carboxamide methyl-5-(3-cyclopropylphenoxy)-3-methyl-pyridazine-4-carboxylate